C(C)OC=1C=C2N=C3CCCCC3=C(C2=CC1OC)NC1CCN(CC1)CC 6-ethoxy-N-(1-ethylpiperidin-4-yl)-7-methoxy-1,2,3,4-tetrahydroacridin-9-amine